[Na+].ClC1=CC=C2C=CC(=NC2=C1)C=CC=1C=C(C=CC1)C(CCC1=C(C=CC=C1)C(C)(C)O)SCC1(CC1)CC(=O)[O-] 1-[[[1-[3-[2-(7-chloro-2-quinolinyl)ethenyl]phenyl]-3-[2-(1-hydroxy-1-methylethyl)phenyl]-propyl]thio]methyl]cyclopropaneacetic acid, monosodium salt